C(C=C)(=O)N1C(CN(CC1)C1=NC=NC2=CC(=C(C=C12)Cl)C1=CC=CC=C1)C(=O)N 1-acryloyl-4-(6-chloro-7-phenyl-quinazolin-4-yl)piperazine-2-carboxamide